CN1N=NC2=C1C=C(C=C2)C(=O)NC=2N=CC=1N(C2)C=C(N1)[C@@H]1N(CCC1)C 3-methyl-N-{2-[(2R)-1-methylpyrrolidin-2-yl]imidazo[1,2-a]pyrazin-6-yl}-1,2,3-benzotriazole-5-carboxamide